N-(1-(5-(1-(isopropoxyimino)ethyl)-3-(methoxymethyl)-2,6-dioxo-3,6-dihydropyrimidin-1(2H)-yl)propan-2-yl)isobutyramide C(C)(C)ON=C(C)C1=CN(C(N(C1=O)CC(C)NC(C(C)C)=O)=O)COC